COC1=CC=2N(C=C1C(=O)NC=1N=NC(=CC1)N1CCNCC1)C=C(N2)C 7-methoxy-2-methyl-N-[6-(piperazin-1-yl)pyridazin-3-yl]imidazo[1,2-a]pyridine-6-carboxamide